BrC=1C2=C(SC1)C(=CC=C2)[N+](=O)[O-] 3-bromo-7-nitrobenzo[b]thiophene